FC1=C(C(=C2C=CNC2=C1F)SC)OC1=C(C=O)C=C(C(=C1)C=1NC=C(N1)C1(CCOC2=CC=CC=C12)C)F 2-[(6,7-Difluoro-4-methylsulfanyl-1H-indol-5-yl)oxy]-5-fluoro-4-[4-(4-methylchroman-4-yl)-1H-imidazol-2-yl]benzaldehyde